3-(4-chlorophenyl)-4-phenyl-N-((3-(trifluoromethyl)phenyl)sulfonyl)-5,6-dihydropyridazine-1(4H)-carboxamide ClC1=CC=C(C=C1)C1=NN(CCC1C1=CC=CC=C1)C(=O)NS(=O)(=O)C1=CC(=CC=C1)C(F)(F)F